4-amino-6-(2,4-difluorophenyl)-2-((2R,4S)-2-(6-oxo-1,6-dihydropyridin-3-yl)tetrahydro-2H-pyran-4-yl)pyrimidine-5-carbaldehyde NC1=NC(=NC(=C1C=O)C1=C(C=C(C=C1)F)F)[C@@H]1C[C@@H](OCC1)C1=CNC(C=C1)=O